OCCC1C=2C=CC=NC2CCN1C(=O)OC(C)(C)C tert-butyl 5-(2-hydroxyethyl)-7,8-dihydro-1,6-naphthyridine-6(5H)-carboxylate